1,3-bis(tert-butyl)-4-hydroxyphenylpropionyl chloride C(C)(C)(C)C1(CC(=C(C=C1)O)C(C)(C)C)CCC(=O)Cl